[W](=[Te])=[Te] Tungsten di-telluride